5-Cyano-N-(3-iodo-1-(tetrahydro-2H-pyran-2-yl)-1H-indazol-5-yl)-3,4-dimethylpicolinamide C(#N)C=1C(=C(C(=NC1)C(=O)NC=1C=C2C(=NN(C2=CC1)C1OCCCC1)I)C)C